C(C)OC(C(C)(C)C1=NC=C(C=N1)Br)=O 2-(5-Bromopyrimidin-2-yl)-2-methylpropionic acid ethyl ester